N-[(1S)-1-(dicyclopropylmethyl)-2-[[6-fluoro-5-[5-methyl-3-(1,1,2,2,2-pentadeuterioethyl)-1H-pyrazol-4-yl]-2-pyridyl]amino]-2-oxo-ethyl]-2-isopropyl-pyrazole-3-carboxamide C1(CC1)C([C@@H](C(=O)NC1=NC(=C(C=C1)C=1C(=NNC1C)C(C([2H])([2H])[2H])([2H])[2H])F)NC(=O)C=1N(N=CC1)C(C)C)C1CC1